L-3,5-diaminofurazan NC=1NON(C1)N